(S)-6-(3,3-difluoro-4-((2-methylpyridin-4-yl)oxy)pyrrolidin-1-yl)-2',4'-dimethoxy-2-methyl-4,5'-bipyrimidine FC1(CN(C[C@@H]1OC1=CC(=NC=C1)C)C1=CC(=NC(=N1)C)C=1C(=NC(=NC1)OC)OC)F